BrC1=C(C=C2C(=N1)C(CN2)(C)C)CC2=CC=C(C=C2)F 5-Bromo-6-(4-fluorobenzyl)-3,3-dimethyl-2,3-dihydro-1H-pyrrolo[3,2-b]pyridine